C(C1=CC=CC=C1)C1=CC(=CN1)S(=O)(=O)NC1=C(C=C(C=C1)C#N)F 5-benzyl-N-(4-cyano-2-fluoro-phenyl)-1H-pyrrole-3-sulfonamide